BrC1=C(N=NC(=C1)Cl)N 4-bromo-6-chloropyridazine-3-amine